2-chloro-6-(piperidin-1-yl)-9H-purine ClC1=NC(=C2N=CNC2=N1)N1CCCCC1